F[B-](F)(F)F.[Cu+2].F[B-](F)(F)F Copper tetrafluoroborate salt